N,N-bis(2-methoxyethyl)amine acetate C(C)(=O)O.COCCNCCOC